N(C1=CC=CC=C1)CCC[Si](OCC)(OCC)OCC γ-anilinopropyltriethoxysilane